CN1C(C(=C(C=C1)[O-])NC(N[C@@H](CC(=O)[O-])C=1C=C(C=CC1)C1=CC(=CC=C1)OC(F)(F)F)=O)=O.[Na+].[Na+] Natrium (S)-3-(3-(1-Methyl-4-oxido-2-oxo-1,2-dihydropyridin-3-yl)ureido)-3-(3'-(trifluoromethoxy)biphenyl-3-yl)propanoat